C(C)(C)(C)N1N=C(C=C1C1OCCC1=O)NC=1C=CC2=C(CN(S2(=O)=O)CC2=CC=C(C=C2)OC)C1F (1-(tert-butyl)-3-((4-fluoro-2-(4-methoxybenzyl)-1,1-dioxo-2,3-dihydrobenzo[d]isothiazol-5-yl)amino)-1H-pyrazol-5-yl)dihydrofuran-3(2H)-one